NC1=C2C(=NN1)C(NC2)(C)C 3-amino-6,6-dimethyl-4,6-dihydropyrrolo[3,4-c]pyrazole